C1(CC1)NC(=O)OCCCN1C2=CC=CC=3C=C(N(CC1)C32)C3=NC2=C(N3C)C(=CC(=C2)C(=O)OC)OC methyl 2-[9-[3-(cyclopropylcarbamoyloxy) propyl]-1,9-diazatricyclo[6.3.1.04,12]dodeca-2,4(12),5,7-tetraen-2-yl]-7-methoxy-1-methyl-benzimidazole-5-carboxylate